OCCN(C(CS(=O)(=O)[O-])C)CCO.[Na+] sodium N,N-bis(2-hydroxyethyl)-2-aminopropanesulfonate